4-chloro-1,1-difluorocyclohexane ClC1CCC(CC1)(F)F